2-(4-(D-prolyl)piperazin-1-yl)-4-(((R)-1-(2,4-dichlorophenyl)ethyl)amino)-5-methoxypyrimidine N1[C@H](CCC1)C(=O)N1CCN(CC1)C1=NC=C(C(=N1)N[C@H](C)C1=C(C=C(C=C1)Cl)Cl)OC